2-(3-methoxybenzyl)azepane COC=1C=C(CC2NCCCCC2)C=CC1